2-({2-[(4-chloro-2-fluorophenyl)methoxy]-3-methyl-5,6,7,8-tetrahydro-1,7-naphthyridin-7-yl}methyl)-4-fluoro-1-{1-[(2S)-oxetan-2-yl]methyl}-1H-1,3-benzodiazole-6-carboxylic acid ClC1=CC(=C(C=C1)COC1=NC=2CN(CCC2C=C1C)CC1=NC2=C(N1C[C@H]1OCC1)C=C(C=C2F)C(=O)O)F